5-amino-1-(4-cyano-4-azaspiro[2.5]oct-6-yl)-3-(6-phenoxypyridin-3-yl)-1H-pyrazole-4-carboxamide NC1=C(C(=NN1C1CN(C2(CC2)CC1)C#N)C=1C=NC(=CC1)OC1=CC=CC=C1)C(=O)N